tert-butyl (6R,7S)-2-formyl-6,7-dimethyl-6,7-dihydropyrazolo[1,5-a]pyrazine-5(4H)-carboxylate C(=O)C1=NN2C(CN([C@@H]([C@@H]2C)C)C(=O)OC(C)(C)C)=C1